[3-(2-chloro-6-methyl-4-pyridinyl)-2-(3-cyanophenyl)pyrazolo[1,5-a]pyrimidin-5-yl]methanesulfonamide ClC1=NC(=CC(=C1)C=1C(=NN2C1N=C(C=C2)CS(=O)(=O)N)C2=CC(=CC=C2)C#N)C